Cl.N1=CC=C(C=C1)C=1C(=NN2C1CNCC2)C=2C=CC1=C(NN=N1)C2 6-[3-(pyridin-4-yl)-4,5,6,7-tetrahydropyrazolo[1,5-a]pyrazin-2-yl]-1H-benzotriazole hydrogen chloride